(3-hydroxy-3-methyl-1-butynyl)salicylaldehyde OC(C#COC=1C(C=O)=CC=CC1)(C)C